(S)-4-(4'-((trans)-2-aminocyclopropoxy)-[1,1'-biphenyl]-4-yl)-2-(2-((S)-1-hydroxyethyl)-1H-imidazol-1-yl)but-3-yn-1-ol N[C@H]1[C@@H](C1)OC1=CC=C(C=C1)C1=CC=C(C=C1)C#C[C@@H](CO)N1C(=NC=C1)[C@H](C)O